azaspiro[5.5]undecene N1=CCCCC12CCCCC2